benzyl methyl(2-methylpiperidin-4-yl)carbamate CN(C(OCC1=CC=CC=C1)=O)C1CC(NCC1)C